COC1=CC=C(C=C1)C1=NC2=CC=CC=C2C(=C1)NCCCN(CCCNC)C 2-(4-Methoxyphenyl)-N-(3-{methyl[3-(methylamino)propyl]-amino}propyl)quinolin-4-amine